1-(4-(oxetan-3-ylmethyl)phenyl)ethan-1-ol O1CC(C1)CC1=CC=C(C=C1)C(C)O